tetrachloro-pyridinecarbonitrile ClC1=C(C(=C(C(=N1)C#N)Cl)Cl)Cl